tert-butyl (S)-2-((((9H-fluoren-9-yl)methoxy)carbonyl)amino)-3-(2-fluoro-3-methylphenyl)propanoate C1=CC=CC=2C3=CC=CC=C3C(C12)COC(=O)N[C@H](C(=O)OC(C)(C)C)CC1=C(C(=CC=C1)C)F